(Z)-1-[4-[(2S)-2-Hydroxy-3-[4-[(E)-3-oxo-3-phenylprop-1-enyl]phenoxy]propoxy]phenyl]-3-phenylprop-2-en-1-one O[C@H](COC1=CC=C(C=C1)C(\C=C/C1=CC=CC=C1)=O)COC1=CC=C(C=C1)\C=C\C(C1=CC=CC=C1)=O